3-(5-(((1R,2S)-2-(3-(2-chlorophenoxy)azetidin-1-yl)cyclohexyl)oxy)-1-oxoisoindolin-2-yl)piperidine-2,6-dione ClC1=C(OC2CN(C2)[C@@H]2[C@@H](CCCC2)OC=2C=C3CN(C(C3=CC2)=O)C2C(NC(CC2)=O)=O)C=CC=C1